(S)-4-{3-(4-Fluorophenyl)-1-[(3S)-oxan-3-yl]-1H-pyrazol-4-yl}-6-phenylfuro[2,3-d]pyrimidine FC1=CC=C(C=C1)C1=NN(C=C1C=1C2=C(N=CN1)OC(=C2)C2=CC=CC=C2)[C@@H]2COCCC2